2-aminoselenazole hydrobromide Br.NC=1[Se]C=CN1